ClC1=CC2=C(NC(=N2)[C@H](C2CCC(CC2)C2=CC=NC3=CC=C(C=C23)F)F)C=C1 4-((1S,4S)-4-((5-chloro-1H-benzo[d]imidazol-2-yl)fluoromethyl)cyclohexyl)-6-fluoroquinoline